C(C)(=O)OSC1=NN(C(=C1[N+](=O)[O-])C1=NN=NN1CC)C1=CC=CC=C1 Ethyl-{[4-nitro-1-phenyl-5-(1H-tetrazol-5-yl)-1H-pyrazol-3-yl] sulfanyl} acetat